P(O)(=O)(OP(=O)(O)OP(=O)(O)O)OC[C@@H]1[C@H](C[C@@H](O1)N1C(=O)N=C(NC(CCCCC)=O)C=C1)O N4-hexanoyl-2'-deoxycytidine triphosphate